C(C)N1[C@H](CCCC1)[C@H](C)OC=1C=C2COC(C2=CC1)=O 5-((S)-1-((R)-1-ethylpiperidin-2-yl)ethoxy)isobenzofuran-1(3H)-one